Ethyl (S)-6-chloro-2-oxo-1-(2-((6-oxo-5-(trifluoromethyl)-1-((2-(trimethylsilyl) ethoxy) methyl)-1,6-dihydropyridazin-4-yl) amino) propyl)-1,2-dihydropyridine-3-carboxylate ClC1=CC=C(C(N1C[C@H](C)NC=1C=NN(C(C1C(F)(F)F)=O)COCC[Si](C)(C)C)=O)C(=O)OCC